C1(CC1)NC(C([C@H](CCC(C)(F)F)NC(=O)[C@H]1N(C[C@H]2[C@@H]1CCC2)C([C@H]([C@@H](C)OC)NC(OC)=O)=O)=O)=O methyl ((2S,3R)-1-((1S,3aR,6aS)-1-(((S)-1-(cyclopropylamino)-6,6-difluoro-1,2-dioxoheptan-3-yl)carbamoyl)hexahydrocyclopenta[c]pyrrol-2(1H)-yl)-3-methoxy-1-oxobutan-2-yl)carbamate